ethyl 8-bromo-6-(trifluoromethyl)imidazo[1,2-a]pyridine-2-carboxylate BrC=1C=2N(C=C(C1)C(F)(F)F)C=C(N2)C(=O)OCC